BrC1=C2C=CNC2=CC=C1NC(=O)C1=CC=2C3=C(COC2C=C1C=1C(=NC(=CC1)C(NCC(CO)(C)C)=O)C(=O)OC)C=CS3 methyl 3-(8-((4-bromo-1H-indol-5-yl)carbamoyl)-4H-thieno[3,2-c]chromen-7-yl)-6-((3-hydroxy-2,2-dimethylpropyl)carbamoyl)picolinate